ON1CC(CC1)CO hydroxy-3-(hydroxymethyl)pyrrolidin